C(CCCCCCCCCCCCCCCCC)(=O)[O-].S(=O)(=O)([O-])[O-].[Cr+3] chromium sulfate octadecanoate